5'-(4-cyclopropyl-1H-imidazol-1-yl)-2'-(6-(4-isopropyl-4H-1,2,4-triazol-3-yl)pyridin-2-yl)spiro[cyclopropane-1,1'-isoindole] C1(CC1)C=1N=CN(C1)C=1C=C2CN(C3(C2=CC1)CC3)C3=NC(=CC=C3)C3=NN=CN3C(C)C